Cl.FC1(CNCC1C)F 3,3-difluoro-4-methyl-pyrrolidine hydrochloride